1-{4-[12-methyl-4-(pyridin-3-yl)-8,11,13,14,16-pentaazatetracyclo[8.6.0.02,7.011,15]-hexadec-1(10),2,4,6,8,12,14-heptaen-16-yl]Phenyl}cyclopropane-1-carbonitrile CC=1N2C=3C=NC4=CC=C(C=C4C3N(C2=NN1)C1=CC=C(C=C1)C1(CC1)C#N)C=1C=NC=CC1